5-iodo-N4-(2-methoxyethyl)-N6-(3-methyl-4-((1-methyl-1H-benzoimidazol-5-yl)oxy)phenyl)pyrimidine-4,6-diamine IC=1C(=NC=NC1NC1=CC(=C(C=C1)OC1=CC2=C(N(C=N2)C)C=C1)C)NCCOC